[Cl-].[Cl-].C1(CCC1)=[Zr+2](C1C(=CC2=C(C(=C(C=C12)C)C)C1=CC=CC=C1)C=1OC(=CC1)C)C1C(=CC2=C(C(=CC=C12)C)C1=CC=CC=C1)C=1OC(=CC1)C Cyclobutylidene[2-(5-methyl-2-furyl)-4-phenyl-5-methyl-1-indenyl][2-(5-methyl-2-furyl)-4-phenyl-5,6-dimethyl-1-indenyl]zirconium dichloride